C1(=CCCCC1)C#CC1(CCN(CC1)C1=CC=C(C=N1)C=1C=2N(C=C(C1)C=1C=NN(C1)C)N=CC2C#N)O 4-(6-(4-(cyclohex-1-en-1-ylethynyl)-4-hydroxypiperidin-1-yl)pyridin-3-yl)-6-(1-methyl-1H-pyrazol-4-yl)pyrazolo[1,5-a]pyridine-3-carbonitrile